benzylidenxylitol C(C1=CC=CC=C1)=C([C@H](O)[C@@H](O)[C@H](O)CO)O